tert-butyl ((2-(6-(3-hydroxypropyl)pyridine-2-yl)-4-methylphenyl)sulfonyl)-L-prolinate OCCCC1=CC=CC(=N1)C1=C(C=CC(=C1)C)S(=O)(=O)N1[C@@H](CCC1)C(=O)OC(C)(C)C